1-(5-(6-amino-4-bromo-1H-benzo[d]imidazole-7-carbonyl)-2-(4-cyclopropyl-2-hydroxyphenyl)-2,3,4,5,5a,6,8,9-octahydro-7H-1,2,5,7-tetraazabenzo[cd]azulen-7-yl)prop-2-en-1-one NC=1C=C(C2=C(NC=N2)C1C(=O)N1CCC=2N(N=C3CCN(CC1C23)C(C=C)=O)C2=C(C=C(C=C2)C2CC2)O)Br